1-((5-methyl-1,2,4-oxadiazol-3-yl)methyl)-1H-indazole-3-carboxylic acid CC1=NC(=NO1)CN1N=C(C2=CC=CC=C12)C(=O)O